C(C)(C)(C)C1=CC=C(C=C1)C=1N=C2N(C=CC=C2)C1CN1CCN(CC1)C(=O)C1CCCC1 (4-{[2-(4-tert-butylphenyl)imidazo[1,2-a]pyridine-3-yl]methyl}piperazin-1-yl)(cyclopentyl)methanone